BrCC1=CC=CC2=C1C=CO2 4-(bromomethyl)benzofuran